(S)-2-((3,3-dimethyl-1-oxo-1,3-dihydroisobenzofuran-5-yl)amino)-4-((2-hydroxy-1-phenylethyl)amino)pyrimidine-5-carboxylic acid ethyl ester C(C)OC(=O)C=1C(=NC(=NC1)NC=1C=C2C(OC(C2=CC1)=O)(C)C)N[C@H](CO)C1=CC=CC=C1